C(C)(C)(C)OC(=O)C1=CN(C(=C1C)C)S(=O)(=O)C 4,5-dimethyl-1-(methylsulfonyl)-1H-pyrrole-3-carboxylic acid tert-butyl ester